CC(C)[C@H]1COC(=N1)C2=CC=CC=C2P(C3=CC=CC=C3)C4=CC=CC=C4 (s)-(-)-2-[2-(diphenylphosphino)phenyl]-4-isopropyl-2-oxazoline